C(CCC)SCCCCCCCCCCCCCCCO 15-(butylthio)pentadecan-1-ol